2-fluoro-6-methoxy-N-(4-methoxybenzo[d]isoxazol-3-yl)benzenesulfonamide FC1=C(C(=CC=C1)OC)S(=O)(=O)NC1=NOC2=C1C(=CC=C2)OC